COCCOCC1=CC=C(C=C1)C1=CC=C(C=C1)C1(CC1)NC(=O)NC1(CN2CCC1CC2)C 1-(1-(4'-((2-methoxyethoxy)methyl)-[1,1'-biphenyl]-4-yl)cyclopropyl)-3-(3-methylquinuclidin-3-yl)urea